P(=O)(OC(C)(C)C)(OC(C)(C)C)OCN1C(C=C(C=C1)NC(C1=C(C=CC(=C1)C(F)(F)F)OC1=CC=C(C=C1)F)=O)=O Di-tert-butyl [4-[[2-(4-fluorophenoxy)-5-(trifluoromethyl)benzoyl]amino]-2-oxo-1-pyridyl]methyl phosphate